ClC1=NC=C(C(=C1)CCCO)C1=CC2=C(N=CN=C2C)N1 3-(2-chloro-5-{4-methyl-7H-pyrrolo[2,3-d]pyrimidin-6-yl}pyridin-4-yl)propan-1-ol